(R)-3-bromo-5-(2-methylpyrrolidin-1-yl)benzenesulfonyl chloride BrC=1C=C(C=C(C1)N1[C@@H](CCC1)C)S(=O)(=O)Cl